5-[(2-methoxypyridin-4-yl)amino]-3-(4-{[(2-phenylethyl)carbamoyl]amino}phenyl)-1H-pyrazole-4-carboxamide COC1=NC=CC(=C1)NC1=C(C(=NN1)C1=CC=C(C=C1)NC(NCCC1=CC=CC=C1)=O)C(=O)N